benzyl 4-[8-(1-tert-butoxycarbonyl-3-piperidyl)-7-oxo-2-[4-(p-tolylsulfonyloxy)butylamino]pyrido[2,3-d]pyrimidin-6-yl]-8-methyl-2,3-dihydroquinoxaline-1-carboxylate C(C)(C)(C)OC(=O)N1CC(CCC1)N1C(C(=CC2=C1N=C(N=C2)NCCCCOS(=O)(=O)C2=CC=C(C=C2)C)N2CCN(C1=C(C=CC=C21)C)C(=O)OCC2=CC=CC=C2)=O